[I-].FC(C=1C=C(C=C(C1)C(F)(F)F)[NH3+])(F)F 3,5-bistrifluoromethylphenylammonium iodide